tetra[2,3-dipentyl-(1-aziridinyl)]propionate C(CCCC)C1N(C1CCCCC)C(C(C(=O)[O-])(N1C(C1CCCCC)CCCCC)N1C(C1CCCCC)CCCCC)N1C(C1CCCCC)CCCCC